N[C@H](C(=O)O[C@@H]1CN(CC1)C(=O)OC(C)(C)C)C (S)-tert-butyl 3-(((S)-2-aminopropanoyl)oxy)pyrrolidine-1-carboxylate